5-[(3,4-dichlorophenyl)methylamino]-1-[3-(1H-tetrazol-5-yl)propyl]-6H-pyrazolo[4,3-d]pyrimidin-7-one ClC=1C=C(C=CC1Cl)CNC=1NC(C2=C(N1)C=NN2CCCC2=NN=NN2)=O